N-methyl-N-dodecylanilinium tetrakis(pentafluorophenyl)borate FC1=C(C(=C(C(=C1[B-](C1=C(C(=C(C(=C1F)F)F)F)F)(C1=C(C(=C(C(=C1F)F)F)F)F)C1=C(C(=C(C(=C1F)F)F)F)F)F)F)F)F.C[NH+](C1=CC=CC=C1)CCCCCCCCCCCC